9-fluoro-2-hydroxy-chromeno[2,3-b]Pyridin-5-one FC=1C=CC=C2C(C=3C(=NC(=CC3)O)OC12)=O